C1(=CC=CC=C1)CCC(=O)Cl 3-phenylpropanoyl chloride